OC1=C(C(=O)NC=2C=C(C(C(=O)O)=CC2)C(=O)O)C=C(C(=C1)S(=O)(=O)O)O 4-(2,5-dihydroxy-4-sulfobenzamido)phthalic acid